CS(=O)(=O)C=1C(=NC2=CC=CC=C2C1)C1=C(C=CC=C1)C (methyl-sulfonyl)-2-(2-methyl-phenyl)-quinoline